9-azadispiro[3.1.56.14]Dodecane-9-carboxylic acid phenylmethyl ester C1(=CC=CC=C1)COC(=O)N1CCC2(CC3(CCC3)C2)CC1